O1C(=NC=C1)B 2-oxazolylborane